tert-Butyl (2-((5-bromo-3-(methylsulfonamido)pyridin-2-yl)oxy)ethyl)(ethyl)carbamate BrC=1C=C(C(=NC1)OCCN(C(OC(C)(C)C)=O)CC)NS(=O)(=O)C